2-chloro-4-(trifluoromethyl)-8,9-dihydro-7H-pyrido[1,2-a]benzimidazol-6-one ClC=1C=C(C2=NC3=C(N2C1)CCCC3=O)C(F)(F)F